C[C@@H]1CN(CC[C@@H]1NC1=NC=C(C(=N1)C1=CC(=CS1)C(=O)N)C(F)(F)F)S(=O)(=O)C=1C=NN(C1)C 5-(2-(((3R,4S)-3-methyl-1-((1-methyl-1H-pyrazol-4-yl)sulfonyl)piperidin-4-yl)amino)-5-(trifluoromethyl)pyrimidin-4-yl)thiophene-3-carboxamide